ClC1=C(C(=O)N(C)C)C=CC(=C1)N1CC2(C1)CCN(CC2)C2CCN(CC2)C([C@@](C(F)(F)F)(C2=CC=CC=C2)O)=O 2-chloro-N,N-dimethyl-4-(7-(1-((R)-3,3,3-trifluoro-2-hydroxy-2-phenylpropanoyl)piperidin-4-yl)-2,7-diazaspiro[3.5]nonan-2-yl)benzamide